C1(CC1)N(C1=C(C(=NC=N1)NCC1C(CN(CC1)C(C(=O)N)([2H])[2H])O)F)CC1=CC=C(C=C1)C(F)(F)F 2-(4-(((6-(cyclopropyl(4-(trifluoromethyl)benzyl)amino)-5-fluoropyrimidin-4-yl)amino)methyl)-3-hydroxypiperidin-1-yl)acetamide-2,2-d2